C(C1=CC=CC=C1)OC1=C2CC(N(CC2=CC=C1OC)C=1OC2=C(N1)C=C(C=C2)Cl)C(=O)OCC ethyl 5-(benzyloxy)-2-(5-chlorobenzo[d]oxazol-2-yl)-6-methoxy-1,2,3,4-tetrahydroisoquinoline-3-carboxylate